ClC=1C=CC2=C([C@@](C(CCN2C(=O)OC(C)(C)C)(F)F)(CO)O)C1 tert-butyl (5S)-7-chloro-4,4-difluoro-5-hydroxy-5-(hydroxymethyl)-2,3,4,5-tetrahydro-1H-1-benzazepine-1-carboxylate